C(#N)C1=CC=C(C=C1)C1=CC=C(C=C1)O 4-cyano-4'-hydroxybiphenyl